3-oxo-7,10,13,16,19,22,25,28-octaoxa-4-azahentriacontan-31-oic acid hydrochloride Cl.O=C(CC)NCCOCCOCCOCCOCCOCCOCCOCCOCCC(=O)O